C(C)(C)(C)OC(=O)N1CCC(CC1)N1C(NC2=C1C=CC=C2N2N=CC=C2)=O 4-[2-oxo-4-(1H-pyrazol-1-yl)-2,3-dihydro-1H-1,3-benzodiazol-1-yl]piperidine-1-carboxylic acid tert-butyl ester